ethyl (3S)-3-{4-fluoro-2'-hydroxy-4'-methoxy-5,6'-dimethyl-[1,1'-biphenyl]-3-yl}-3-{2-[2-fluoro-5-(hydroxymethyl)phenyl]-2-[2-oxo-4-(trifluoromethyl)pyridin-1-yl]acetamido}propanoate FC1=C(C=C(C=C1C)C1=C(C=C(C=C1C)OC)O)[C@H](CC(=O)OCC)NC(C(N1C(C=C(C=C1)C(F)(F)F)=O)C1=C(C=CC(=C1)CO)F)=O